(1s,3s)-3-(((2r,3r,11br)-3-(tert-butoxy)-2-hydroxy-10-methoxy-1,3,4,6,7,11b-hexahydro-2H-pyrido[2,1-a]isoquinolin-9-yl)oxy)cyclobutane-1-carbonitrile C(C)(C)(C)O[C@H]1[C@@H](C[C@H]2N(CCC3=CC(=C(C=C23)OC)OC2CC(C2)C#N)C1)O